ethyl (1S,3S)-3-[6-(tert-butylsulfamoyl)pyridin-3-yl]-2,2-dimethylcyclopropanecarboxylate C(C)(C)(C)NS(=O)(=O)C1=CC=C(C=N1)[C@@H]1C([C@H]1C(=O)OCC)(C)C